4-[[(7R)-8-cyclopentyl-7-ethyl-5-methyl-6-oxo-7H-pteridin-2-yl]amino]-N-[2-[2-[2-[2-(3-hydroxypropoxy)ethoxy]ethoxy]ethoxy]ethyl]-3-methoxy-benzamide C1(CCCC1)N1[C@@H](C(N(C=2C=NC(=NC12)NC1=C(C=C(C(=O)NCCOCCOCCOCCOCCCO)C=C1)OC)C)=O)CC